(R,Z)-6-((amino(aminomethyl)methylene)amino)-N-(1-(2-fluorophenyl)ethyl)-N-((2-(1-methylpiperidin-4-yl)benzothiazol-5-yl)methyl)nicotinamide N\C(\CN)=N/C1=NC=C(C(=O)N(CC=2C=CC3=C(N=C(S3)C3CCN(CC3)C)C2)[C@H](C)C2=C(C=CC=C2)F)C=C1